C(C1=CC=CC=C1)OC1=NC=C(C=C1C=1N=C(C=2OCCNC2N1)N[C@@H]1CCC=2NC3=CC=CC=C3C2C1)F 2-(2-benzyloxy-5-fluoro-3-pyridyl)-N-[(3R)-2,3,4,9-tetrahydro-1H-carbazol-3-yl]-7,8-dihydro-6H-pyrimido[5,4-b][1,4]oxazin-4-amine